C1(CC1)CNC(CC(=O)O)=O 3-(cyclopropylmethylamino)-3-oxopropanoic acid